(2S)-2-((2-((1-methoxy-3,3-dimethyl-1,3-dihydroisobenzofuran-5-yl)amino)-5-(5-(pyridin-3-yl)-1,3,4-oxadiazol-2-yl)pyrimidin-4-yl)amino)-2-phenylethan-1-ol COC1OC(C2=CC(=CC=C12)NC1=NC=C(C(=N1)N[C@H](CO)C1=CC=CC=C1)C=1OC(=NN1)C=1C=NC=CC1)(C)C